5-chloro-2-(piperazin-1-ylmethyl)-7,8-dihydro-6H-spiro[[1,3]oxazolo[5,4-f]quinazoline-9,1'-cyclohexane]-7-one ClC=1C=C2C(=C3C1NC(NC31CCCCC1)=O)OC(=N2)CN2CCNCC2